1,5'-diaminobenzophenone NC1(C(=O)C2=CC=CC(=C2)N)CC=CC=C1